ClC1=C(C=CC(=C1)Cl)C1C(CC1)N 2-(2,4-dichlorophenyl)cyclobutane-1-amine